Ethyl 4-(3-(4-(((tert-butoxycarbonyl)(2-(1,3,3-trimethyl-2-oxoindolin-5-yl) cyclopropyl)amino)methyl)piperidin-1-yl)propyl)benzoate C(C)(C)(C)OC(=O)N(C1C(C1)C=1C=C2C(C(N(C2=CC1)C)=O)(C)C)CC1CCN(CC1)CCCC1=CC=C(C(=O)OCC)C=C1